N1=CC=CC=2CNC=C(C12)C(=O)N 5,6-dihydro-1,6-naphthyridine-8-carboxamide